ClC=1C(=C(C(=CC1)OC)C1=CC(=NC=C1C(=O)NC=1SC(N(N1)CC1CC(C1)O)=O)C)F 4-(3-chloro-2-fluoro-6-methoxyphenyl)-N-(4-((3-hydroxycyclobutyl)methyl)-5-oxo-4,5-dihydro-1,3,4-thiadiazol-2-yl)-6-methylnicotinamide